C(C)(C)(C)OC(=O)N1C[C@H](CC1)NC1=NC(=CC=C1)C.ClCC=1C=C2C=CNC2=CC1 5-chloromethyl-indole tert-butyl-(3S)-3-[(6-methylpyridin-2-yl)amino]pyrrolidine-1-carboxylate